(4aSR,8aSR,Z)-1-(hydroxymethylene)-5,5,8a-trimethyloctahydronaphthalen-2(1H)-one O\C=C\1/C(CC[C@H]2C(CCC[C@]12C)(C)C)=O |r|